C(C1=CC=CC=C1)O[C@@H]1[C@H](N(C[C@@H]([C@H]1OCC1=CC=CC=C1)OCC1=CC=CC=C1)CCC1=C(C=CC=C1)F)CO ((2R,3R,4R,5S)-3,4,5-tris(benzyloxy)-1-(2-fluorophenethyl)piperidin-2-yl)methanol